BrC=1C=C2C(=CN(C2=CC1)C(CCCCCCP(O)([O-])=O)=O)/C(=C/C1=C(C=CC(=C1)C#N)OC)/C#N.[Na+] sodium hydrogen (Z)-7-(5-bromo-3-(1-cyano-2-(5-cyano-2-methoxyphenyl) vinyl)-1H-indol-1-yl)-7-oxoheptylphosphonate